FC=1C=C(C=CC1)N1N=C(C=C(C1=O)C(=O)N[C@H](CO)C)C1=CC=C(C=C1)C 2-(3-fluorophenyl)-N-[(2S)-1-hydroxypropan-2-yl]-6-(4-methylphenyl)-3-oxo-2,3-dihydropyridazine-4-carboxamide